ClC1=C(C=CC=C1C1C(NC(CC1)=O)=O)C1=CC=C(C=C1)N1C(CC2=CC=CC=C12)=O 3-(2-chloro-4'-(2-oxoindolin-1-yl)-[1,1'-biphenyl]-3-yl)piperidine-2,6-dione